CO[C@H](C)C[C@H](CCC=C)S(=O)(=O)N (2R,4S)-2-METHOXYOCT-7-ENE-4-SULFONAMIDE